CN(C(OC1=C(C=C2C=C(C(OC2=C1)=O)CN(C)CC)F)=O)C ((ethyl(methyl)amino)methyl)-6-fluoro-2-oxo-2H-chromen-7-yl dimethylcarbamate